perfluoro(2-methyl-3-butanone) FC(C(C(C(F)(F)F)=O)(C(F)(F)F)F)(F)F